6-(4-Chlorophenyl)-3-(((S)-10-hydroxy-7-((R)-2-phenylpiperazine-1-carbonyl)-7-aza-spiro[4.5]decan-10-yl)methyl)pyrimidin-4(3H)-one ClC1=CC=C(C=C1)C1=CC(N(C=N1)C[C@@]1(CCN(CC12CCCC2)C(=O)N2[C@@H](CNCC2)C2=CC=CC=C2)O)=O